C(C)(C)(C)OC(=O)N[C@H](C(=O)O)CC1=CC(=CC(=C1)CF)C=1C=C2C(=C(N(C2=CC1)CC)C=1C(=NC=CC1)[C@H](C)OC)CC(CO)(C)C (S)-2-((tert-butoxycarbonyl)amino)-3-(3-(1-ethyl-3-(3-hydroxy-2,2-dimethylpropyl)-2-(2-((S)-1-methoxyethyl)pyridin-3-yl)-1H-indol-5-yl)-5-(fluoromethyl)phenyl)propanoic acid